OC1=CC=C(C=C1)C(C1=CC=C(C(=O)O)C=C1)C1=CC=C(C=C1)O 4-(bis(4-hydroxyphenyl)methyl)benzoic acid